rac-(3R,4S)-3-hydroxy-4-methylpiperidine-1-carboxylic acid tert-butyl ester C(C)(C)(C)OC(=O)N1C[C@@H]([C@H](CC1)C)O |r|